FC1=CC=C(C=N1)C1=C(C(=NN1C1=NC=CC=C1S(=O)C)OC(C(=O)OC)OC)I methyl ({5-(6-fluoropyridin-3-yl)-4-iodo-1-[3-(methylsulfinyl)pyridin-2-yl]-1H-pyrazol-3-yl}oxy)(methoxy)acetate